NC([C@H](C(C)C)NC([C@H](CCC(=O)OC(C)(C)C)NC([C@H](CC(C)C)NC(=O)[C@H]1N(CCC1)C(C1=CC=CC=C1)=O)=O)=O)=O tert-Butyl (S)-5-(((S)-1-amino-3-methyl-1-oxobutan-2-yl)amino)-4-((S)-2-((S)-1-benzoylpyrrolidine-2-carboxamido)-4-methylpentanamido)-5-oxopentanoate